N-(2-Chloropyrimidin-4-yl)-3-(6-methoxypyridin-3-yl)isoxazol-5-amine ClC1=NC=CC(=N1)NC1=CC(=NO1)C=1C=NC(=CC1)OC